N-(2,2-dimethoxypropyl)butanamide COC(CNC(CCC)=O)(C)OC